BrC=1C=C(C=CC1N1CCCC1)C1=CC(C(=CN1C1=CC2=C(N=C(O2)N2[C@H](CCC2)COC)C=C1)C(=O)OCC)=O ethyl (R)-6-(3-bromo-4-(pyrrolidin-1-yl) phenyl)-1-(2-(2-(methoxymethyl) pyrrolidin-1-yl) benzo[d]oxazol-6-yl)-4-oxo-1,4-dihydropyridine-3-carboxylate